6-fluoropyridine-3-carboxylic acid 2,3,5,6-tetrafluorophenyl ester FC1=C(C(=C(C=C1F)F)F)OC(=O)C=1C=NC(=CC1)F